tert-butyl (S)-2-(((cyclopropoxycarbonyl)(1-(4-fluoro-3-(trifluoromethyl)phenyl) cyclopropyl)amino)methyl)pyrrolidine-1-carboxylate C1(CC1)OC(=O)N(C1(CC1)C1=CC(=C(C=C1)F)C(F)(F)F)C[C@H]1N(CCC1)C(=O)OC(C)(C)C